methyl 3-hydroxycyclopentane-1-carboxylate OC1CC(CC1)C(=O)OC